5-chloro-N2-[3-[4-[(3R)-3-(dimethylamino)pyrrolidine-1-yl]pyrazol-1-yl]phenyl]-N4-(2-dimethylphosphorylphenyl)pyrimidine-2,4-diamine ClC=1C(=NC(=NC1)NC1=CC(=CC=C1)N1N=CC(=C1)N1C[C@@H](CC1)N(C)C)NC1=C(C=CC=C1)P(=O)(C)C